1,8-diazabicyclo[5.4.0]undec-7-ene imidazole salt N1C=NC=C1.N12CCCCCC2=NCCC1